methyl 6-(2-(cyclohexylmethoxy)phenyl)-2-methoxynicotinate methyl-6-(2-(cyclohexylmethoxy)phenyl)-2-methoxynicotinate COC(C1=C(N=C(C=C1)C1=C(C=CC=C1)OCC1CCCCC1)OC)=O.C1(CCCCC1)COC1=C(C=CC=C1)C1=NC(=C(C(=O)OC)C=C1)OC